C(C1=CC=CC=C1)N1N=C(C(=C1)C1=CN(C(C=C1OCC)=O)C)NC(C)=O N-[1-Benzyl-4-(4-ethoxy-1-methyl-6-oxo-1,6-dihydro-pyridin-3-yl)-1H-pyrazol-3-yl]-acetamide